C(C)(C)(C)N(C(O)=O)[C@@H](C(=O)NC1CCC1)C.CN1CC2C(C1)CN(C2)C=O (5-methylhexahydropyrrolo[3,4-c]pyrrol-2(1H)-yl)methanone tert-butyl-[(2R)-1-(cyclobutylamino)-1-oxopropan-2-yl]carbamate